N1(N=NC=C1)CCC(=O)N1CC(=CCC1)C=1C=C(C2=C(C=C(O2)C(=O)N(C)C)C1)C#C 5-(1-(3-(1H-1,2,3-triazol-1-yl)propanoyl)-1,2,5,6-tetrahydropyridin-3-yl)-7-ethynyl-N,N-dimethylbenzofuran-2-carboxamide